methyl furylacetate O1C(=CC=C1)CC(=O)OC